4-(1,2,6-trimethylpiperidin-4-yl)aniline CN1C(CC(CC1C)C1=CC=C(N)C=C1)C